N-{N'-[2-aminoethyl]-2-aminoethyl}glutamine NCCNCCN[C@@H](CCC(N)=O)C(=O)O